C(C)C(CCC1=NC=CC(=C1)C1=CC=C(N(C)C)C=C1)CCCC 4-(2-(3-ethylheptyl)pyridin-4-yl)-N,N-dimethylaniline